4-chloro-1-(1-(5-(5-(dimethylamino)pyridin-3-yl)-2H-tetrazol-2-yl)ethyl)pyridin-2(1H)-one ClC1=CC(N(C=C1)C(C)N1N=C(N=N1)C=1C=NC=C(C1)N(C)C)=O